4-bromo-6-chloro-1,3-benzodioxol-2-thione BrC1=CC(=CC=2OC(OC21)=S)Cl